(2S)-5-(5-aminopyrimidin-4-yl)-2-{[(tert-butoxy)carbonyl]amino}pentanoic acid NC=1C(=NC=NC1)CCC[C@@H](C(=O)O)NC(=O)OC(C)(C)C